FC(C=1C=C(C(=O)N[C@@H](C)C2=NC(=NN2C2=NC=C(C(=O)O)C=C2)N(C)C)C=C(C1)C(F)(F)F)(F)F 6-[5-{(1S)-1-[3,5-bis(trifluoromethyl)benzamido]Ethyl}-3-(dimethylamino)-1H-1,2,4-triazol-1-yl]Nicotinic acid